FC=1C(=NC(=NC1)NC1=CC=C(C=C1)O[C@H]1COCC1)N[C@H]1CN(CCC1)C(C=C)=O 1-((R)-3-(5-fluoro-2-(4-((R)-tetrahydrofuran-3-yloxy)phenylamino)pyrimidin-4-ylamino)piperidin-1-yl)prop-2-en-1-one